2-(4-(Ethylsulfonyl)phenyl)-6-methyl-1-(1-methyl-1H-indazol-5-yl)-7-oxo-6,7-dihydro-3H-spiro[dipyrrolo[2,3-b:3',2'-d]pyridine-8,4'-piperidin] C(C)S(=O)(=O)C1=CC=C(C=C1)C1=C(C=2C(=NC=C3C2C2(CCNCC2)C(N3C)=O)N1)C=1C=C3C=NN(C3=CC1)C